BrC=1C(=C(C=CC1)CC1N([C@@H](CC12NC(COC2)=O)C)C(=O)OCC2=CC=CC=C2)F Benzyl (3R)-1-[(3-bromo-2-fluorophenyl)methyl]-3-methyl-7-oxo-9-oxa-2,6-diazaspiro[4.5]decane-2-carboxylate